(1r,4r)-ethyl 4-hydroxycyclohexanecarboxylate OC1CCC(CC1)C(=O)OCC